N-(1-methyl-1H-benzo[d]imidazol-5-yl)acetamide CN1C=NC2=C1C=CC(=C2)NC(C)=O